N[C@H](C(=O)N1[C@@H]([C@H]2[C@H]3C=C[C@@H]([C@H]2C1)C3)C(=O)N[C@H](C(=O)N)C[C@H]3C(NCC3)=O)C(C)(C)C (2S)-2-{[(1R,2S,3S,6R,7S)-4-[(2S)-2-amino-3,3-dimethylbutanoyl]-4-azatricyclo[5.2.1.0^{2,6}]dec-8-en-3-yl]formamido}-3-[(3S)-2-oxopyrrolidin-3-yl]propanamide